N=1N(N=CC1)C1=CC=C(C=C1)C=1OC(=C(N1)CN1CCC(CC1)C1=CC=C(C=C1)OC(F)(F)F)C 2-(4-(2H-1,2,3-triazol-2-yl)phenyl)-5-methyl-4-((4-(4-(trifluoromethoxy)phenyl)piperidin-1-yl)methyl)oxazole